N1(CCCC1)CC1=NSC(=N1)NC(=O)C1=C(OC(=C1)C1=CC(=CC=C1)OC(F)(F)F)C(F)(F)F N-(3-(pyrrolidin-1-ylmethyl)-1,2,4-thiadiazol-5-yl)-5-(3-(trifluoromethoxy)phenyl)-2-(trifluoromethyl)furan-3-carboxamide